FC(CCOC1CCC(CC1)N)(F)F 4-(3,3,3-trifluoropropoxy)cyclohexan-1-amine